FC=1C=C(C=CC1)C#CC=1C=C2CCC(C2=CC1)N1C[C@@H](CC1)C(=O)[O-] (3R)-1-(5-((3-fluorophenyl)ethynyl)-2,3-dihydro-1H-inden-1-yl)-pyrrolidine-3-carboxylate